5-hydroxy-2-azabicyclo[2.2.1]heptane-3-carboxylate OC1C2C(NC(C1)C2)C(=O)[O-]